C(C)OC(=O)C=1N=C(OC1C1=CC=CC=C1)C1=CC(=C(C=C1)Cl)C(F)(F)F 2-(4-chloro-3-(trifluoromethyl)phenyl)-5-phenylOxazole-4-carboxylic acid ethyl ester